FC1=CC=C2C=CC=C(C2=C1F)C1=C(C=2N=C(N=C(C2C=N1)N1CCNC2(COC2)C1)OCC12CCCN2CCC1)F 8-(7-(7,8-difluoronaphthalen-1-yl)-8-fluoro-2-((tetrahydro-1H-pyrrolizin-7a(5H)-yl)methoxy)pyrido[4,3-d]pyrimidin-4-yl)-2-oxa-5,8-diazaspiro[3.5]nonane